C1(CCC1)C=1N(C(C2=C(NC3=CC=CN=C3C2=O)N1)=O)C1=C(C(=CC=C1)F)F 2-cyclobutyl-3-(2,3-difluorophenyl)pyrimido[4,5-b][1,5]naphthyridine-4,5(3H,10H)-dione